CC1=CC=CC(=N1)C1=NNC=C1C1=NC2=CC=CN=C2C=C1 3-(6-Methylpyridin-2-yl)-4-(1,5-naphthyridin-2-yl)-1H-pyrazol